4-(Difluoromethyl)-1-(5-fluoropyrimidin-2-yl)piperidine-4-carboxylic acid ethyl ester C(C)OC(=O)C1(CCN(CC1)C1=NC=C(C=N1)F)C(F)F